1-{4-[5-Acetyl-4-(4-acryloyl-3,4-dihydro-2H-benzo[1,4]oxazin-6-ylamino)-pyrimidin-2-ylamino]-phenyl}-pyrrolidin-2-one C(C)(=O)C=1C(=NC(=NC1)NC1=CC=C(C=C1)N1C(CCC1)=O)NC=1C=CC2=C(N(CCO2)C(C=C)=O)C1